FC(C(=O)O)(F)F.FC(C(=O)O)(F)F.NC1=CC=C(C(=N1)C)CNC([C@H](C)NC(=O)[C@@H]1NC[C@H](C1)CC1=CC2=C(S1)C=CC=C2)=O (2R,4R)-N-((S)-1-(((6-Amino-2-methylpyridin-3-yl)methyl)amino)-1-oxopropan-2-yl)-4-(benzo[b]thiophen-2-ylmethyl)pyrrolidine-2-carboxamide di-trifluoroacetate salt